ClC=1C=C2CCN([C@H](C2=C(C1)Cl)C)C(=O)[C@@H]1CN(CCO1)C=1C2=C(C=NC1)N=C(O2)NCCN(C)C ((S)-6,8-dichloro-1-methyl-3,4-dihydroisoquinolin-2(1H)-yl)((S)-4-(2-((2-(dimethylamino)ethyl)amino)oxazolo[4,5-c]pyridin-7-yl)morpholin-2-yl)methanone